C(C)OC1=C(C=CC(=C1)S(=O)(=O)C)NCC#CC=1N(C=2C=CC=C(C2C1)NC1CCC(CC1)N1C[C@H]2OC(C1)C2)CC(F)(F)F 2-{3-[(2-ethoxy-4-methanesulfonyl-phenyl)amino]prop-1-yn-1-yl}-N-[(1S,4S)-4-{6-oxa-3-azabicyclo[3.1.1]heptan-3-yl}cyclohexyl]-1-(2,2,2-trifluoroethyl)-1H-indol-4-amine